4-hydroxymethylpyrrolidin-3-ol OCC1C(CNC1)O